[Cl-].C1(=CC=CC=C1)NC=CC=CC=NC1=CC=CC=C1 N-[5-(phenylamino)-2,4-pentadienylidene]aniline monochloride